(R)-N-(2-methyl-1-((3-methyl-pyridin-2-yl)oxy)propan-2-yl)-2-(1-methyl-pyrrolidin-2-yl)acetamide CC(COC1=NC=CC=C1C)(C)NC(C[C@@H]1N(CCC1)C)=O